3,4-diphenyl-thiophene-2,5-dicarboxylic acid C1(=CC=CC=C1)C1=C(SC(=C1C1=CC=CC=C1)C(=O)O)C(=O)O